azobis(isobutylamide) hydrochloride Cl.N(=N[N-]CC(C)C)[N-]CC(C)C